tert-butyl (5-bromo-3-methoxypyridin-2-yl)(tert-butoxycarbonyl)carbamate BrC=1C=C(C(=NC1)N(C(OC(C)(C)C)=O)C(=O)OC(C)(C)C)OC